4-(trifluoromethyl)pyridine-3-carboxylic acid FC(C1=C(C=NC=C1)C(=O)O)(F)F